([5-(trifluoromethyl)pyridin-2-yl]methyl)azetidine-3-carboxamide hydrochloride Cl.FC(C=1C=CC(=NC1)CN1CC(C1)C(=O)N)(F)F